C(CCC)(=O)OC1=CC=C(C=C1)C1=CC=C(C=C1)OC 4-(4-methoxyphenyl)phenyl butanoate